Cl.FC1=CC=C(OC(CC)(C=2SC=CC2)N(C)C)C=C1 (4-fluorophenoxy)-1-(thiophen-2-yl)-N,N-dimethylpropylamine hydrochloride